FC1=C(OCCC(=O)N(C=2C=NN(C2)CC(=O)N(C(COC2=CC=C(C=C2)C)(C)C)C)C)C=CC=C1 3-(2-fluorophenoxy)-N-methyl-N-(1-(2-(methyl(2-methyl-1-(p-tolyloxy)propan-2-yl)amino)-2-oxoethyl)-1H-pyrazol-4-yl)propanamide